1-(difluoromethyl)-1H-pyrazol FC(N1N=CC=C1)F